C(C1=CC=CC=C1)OC1=C(C(=CC(=C1)O)O)C(=O)N1CC2=CC=CC(=C2C1)NC1COC1 (2-(benzyloxy)-4,6-dihydroxyphenyl)(4-(oxetan-3-ylamino)isoindolin-2-yl)methanone